tert-butyl (2-(2-(2-aminoethoxy)ethoxy)ethyl)-carbamate NCCOCCOCCNC(OC(C)(C)C)=O